7-[[5-[3-[(3-fluoroazetidin-1-yl)methyl]-3-hydroxy-1-piperidyl]-2-pyridyl]amino]-4-(7-fluoroimidazo[1,2-a]pyridin-3-yl)isoindolin-1-one FC1CN(C1)CC1(CN(CCC1)C=1C=CC(=NC1)NC=1C=CC(=C2CNC(C12)=O)C1=CN=C2N1C=CC(=C2)F)O